C(#C)C1=CC=C(COC(NC)=O)C=C1 (4-Ethynylbenzyl)(methyl)carbamate